C(=O)C1CCC(CC1)N1N=C2C=C(C(=CC2=C1)NC(OC(C)(C)C)=O)OC tert-butyl (2-((1r,4r)-4-formylcyclohexyl)-6-methoxy-2H-indazol-5-yl)carbamate